CC1=CC=C(C=C1)C1=CC=C(C=C1)NC(C[C@H]1CCN(C1)C=1C2=C(N=C(N1)C)C1=C(O2)C=CC=C1)=O (2S,4R)-4-(2-((4'-methyl-[1,1'-biphenyl]-4-yl)amino)-2-oxoethyl)-1-(2-methylbenzofuro[3,2-d]pyrimidin-4-yl)pyrrolidine